(R)-N-[1-(4-fluoro-3-morpholin-4-yl-phenyl)-2-hydroxy-ethyl]-3-(2-fluoro-phenyl)-acrylamide FC1=C(C=C(C=C1)[C@H](CO)NC(C=CC1=C(C=CC=C1)F)=O)N1CCOCC1